3,5,4'-trihydroxybiphenyl OC=1C=C(C=C(C1)O)C1=CC=C(C=C1)O